FC1=CC(=C(OC=2C(N(C=CC2C=2C3=C(C(N(C2)C)=O)NC(=C3)C(=O)NCCN3CCOCC3)C)=O)C(=C1)C)C 4-(3-(4-fluoro-2,6-dimethylphenoxy)-1-methyl-2-oxo-1,2-dihydropyridin-4-yl)-6-methyl-N-(2-morpholinoethyl)-7-oxo-6,7-dihydro-1H-pyrrolo[2,3-c]pyridine-2-carboxamide